3-Aminopropyl 2-acetamido-2-deoxy-α-D-glucopyranosyl-(1→3)-[α-L-fucopyranosyl-(1→2)]-β-D-galactopyranosyl-(1→4)-2-acetamido-2-deoxy-β-D-glucopyranoside C(C)(=O)N[C@H]1[C@H](O[C@@H]([C@H]([C@@H]1O)O)CO)O[C@@H]1[C@H]([C@@H](O[C@@H]([C@@H]1O)CO)O[C@H]1[C@@H]([C@H]([C@H](OCCCN)O[C@@H]1CO)NC(C)=O)O)O[C@H]1[C@@H](O)[C@H](O)[C@H](O)[C@@H](O1)C